C(C1=CC=CC=C1)OCC1=NN(C(N1CC)=O)C1=CC(=C(C(=O)NC=2C(=NC(=CC2C)C)Cl)C=C1F)C(CO)C(=C)C 4-(3-((Benzyloxy)methyl)-4-ethyl-5-oxo-4,5-dihydro-1H-1,2,4-triazol-1-yl)-N-(2-chloro-4,6-dimethylpyridin-3-yl)-5-fluoro-2-(1-hydroxy-3-methylbut-3-en-2-yl)benzamide